CC=1NSC=CC1 3-methylthiazine